Amino-4-Methyl-coumarin NC=1C(OC2=CC=CC=C2C1C)=O